6-Bromo-7-methoxy-1H-benzimidazole BrC=1C=CC2=C(NC=N2)C1OC